C(C)(C)(C)OC(=O)N1[C@@H](C[C@H](C1)OC1=NC(=NC(=C1)O[C@@H](C)[C@H]1N(CCC1)C)C=1OC(=CN1)C(C)(C)C1=CC=CC=C1)CC#N (2R,4R)-2-(cyanomethyl)-4-({6-[(1S)-1-[(2S)-1-methylpyrrolidin-2-yl]ethoxy]-2-[5-(2-phenylpropan-2-yl)-1,3-oxazol-2-yl]pyrimidin-4-yl}oxy)pyrrolidine-1-carboxylic acid tert-butyl ester